ClC=1C(=NC(=NC1)N[C@H](CO)C)C1=CC=C2CN(C(C2=C1)=O)[C@@H](C(=O)N[C@H](C)C1=CC(=CC=C1)OC)CO (2R)-2-[6-(5-chloro-2-{[(2S)-1-hydroxypropan-2-yl]amino}pyrimidin-4-yl)-1-oxo-2,3-dihydro-1H-isoindol-2-yl]-3-hydroxy-N-[(1R)-1-(3-methoxyphenyl)ethyl]-propanamide